CN(C)CC1(CC1)COC1=NC2=C(C(=C(C=C2C(=N1)N1CC2(CNS(N2)(=O)=O)CCC1)F)C1=CC(=CC2=CC=C(C(=C12)CC)F)O)F 7-(2-((1-((dimethylamino)methyl)cyclopropyl)methoxy)-7-(8-ethyl-7-fluoro-3-hydroxynaphthalen-1-yl)-6,8-difluoroquinazolin-4-yl)-2-thia-1,3,7-triazaspiro[4.5]decane 2,2-dioxide